5-bromo-2,3-dihydroisothiazolo[5,4-C]pyridine 1,1-dioxide BrC=1C=C2C(=CN1)S(NC2)(=O)=O